(E)-5-([1,1'-biphenyl]-4-yl)pent-4-enal C1(=CC=C(C=C1)/C=C/CCC=O)C1=CC=CC=C1